[Cl-].CN1N=C(C2=CC=C(C=C12)NC1CC[NH2+]CC1)C1C(NC(CC1)=O)=O 3-[1-methyl-6-(piperidin-1-ium-4-ylamino)indazol-3-yl]piperidine-2,6-dione chloride